6-Bromo-N-(3,4-difluoro-5-methylphenyl)-7-fluoro-1H-indazol-5-amine BrC1=C(C=C2C=NNC2=C1F)NC1=CC(=C(C(=C1)C)F)F